BrC=1C=CC=2C3=C(C(N(C2C1)CCC(=O)O)=O)C=NN3C 3-(7-bromo-1-methyl-4-oxo-pyrazolo[4,3-c]quinolin-5-yl)propionic acid